ClC1=NC=C(C(=N1)C1=CC(=C(CC2=NC=3C(=NC(=CC3)C(=O)OC)N2CC2(CC2)CC#N)C=C1F)F)F Methyl 2-(4-(2-chloro-5-fluoropyrimidin-4-yl)-2,5-difluorobenzyl)-3-((1-(cyanomethyl)cyclopropyl)methyl)-3H-imidazo[4,5-b]pyridine-5-carboxylate